COC(CCS(=O)(=O)NC1C(C2CCC3(C4(CCC5(CCC(CC5C4=CC(C3C2(CC1)C)=O)(C(=O)[O-])C)C)C)C)(C)C)=O 10-((3-methoxy-3-oxopropyl) sulfonamido)-2,4a,6a,6b,9,9,12a-heptamethyl-13-oxo-1,2,3,4,4a,5,6,6a,6b,7,8,8a,9,10,11,12,12a,12b,13,14b-icosahydropicene-2-carboxylate